naphthyl-(3-phenylprop-2-yn-1-yl)aminothioformyl fluoride C1(=CC=CC2=CC=CC=C12)N(CC#CC1=CC=CC=C1)C(=S)F